8-bromo-6-(2,6-difluorophenyl)-1-methyl-4H-[1,2,4]triazolo[4,3-a][1,4]benzodiazepine BrC=1C=CC2=C(C(=NCC=3N2C(=NN3)C)C3=C(C=CC=C3F)F)C1